3,4,5,6-tetrachloropicolinate ClC=1C(=NC(=C(C1Cl)Cl)Cl)C(=O)[O-]